(E)-N-(1H-benzo[d][1,2,3]triazol-6-yl)-N'-hydroxy-N-methyl-6-(methyl(piperidin-4-yl)amino)pyridazine-3-carboximidamide N1N=NC2=C1C=C(C=C2)N(/C(=N/O)/C=2N=NC(=CC2)N(C2CCNCC2)C)C